3-(6-methyl-1H-indol-3-yl)-3-oxopropanenitrile CC1=CC=C2C(=CNC2=C1)C(CC#N)=O